2-(3-methoxy-5-nitrophenyl)-4,5-dihydroimidazole COC=1C=C(C=C(C1)[N+](=O)[O-])C=1NCCN1